CC1=C(C=NN1C1=CC=NC=C1)C(=O)N[C@@H](C(C)C)C(=O)N[C@H](CCC(=O)OCC)C(=O)OCC Diethyl (5-methyl-1-(pyridin-4-yl)-1H-pyrazole-4-carbonyl)-L-valyl-D-glutamate